OC1CCC(CC1)C=O 4-Hydroxycyclohexane-1-carbaldehyde